O=C1N(C(CC1)=O)C(C(=O)O)CNC(CNC(CNC(CNC(CCCN1C(C=CC1=O)=O)=O)=O)=O)=O.C(C)[C@](N)(CC1=CNC=N1)C(=O)O L-alpha-ethyl-histidine 2,5-dioxopyrrolidin-1-yl-17-(2,5-dioxo-2,5-dihydro-1H-pyrrol-1-yl)-5,8,11,14-tetraoxo-4,7,10,13-tetraazaheptadecan-1-oate